i-butyl-2,3-dimethylimidazolium triflate [O-]S(=O)(=O)C(F)(F)F.C(C(C)C)C=1[N+](=C(NC1)C)C